allylphenylpropyl-triethoxysilane tert-butyl-(2S,4R)-4-((2-bromo-6-methylpyridin-3-yl)oxy)-2,4-dicarbamoylpyrrolidine-1-carboxylate C(C)(C)(C)OC(=O)N1[C@@H](C[C@@](C1)(C(N)=O)OC=1C(=NC(=CC1)C)Br)C(N)=O.C(C=C)C(C)O[Si](OCC)(OCC)CCCC1=CC=CC=C1